O1COC=2C1=CC=1C(=CNC1C2)CCN(C)C 2-(5H-[1,3]dioxolo[4,5-f]indol-7-yl)-N,N-dimethylethanamine